2,7-Di-tert-butylacridin-9(10H)-one C(C)(C)(C)C1=CC=2C(C3=CC(=CC=C3NC2C=C1)C(C)(C)C)=O